ruthenium Bis(hexafluorophosphat) F[P-](F)(F)(F)(F)F.F[P-](F)(F)(F)(F)F.[Ru+2]